N-(6-(3-cyano-5-methoxyphenyl)-4-methoxybenzo[d]isoxazol-3-yl)-2,6-dimethoxybenzenesulfonamide C(#N)C=1C=C(C=C(C1)OC)C1=CC2=C(C(=NO2)NS(=O)(=O)C2=C(C=CC=C2OC)OC)C(=C1)OC